CC1=C(C=C(C#N)C=C1)[C@]1(C[C@@H]2[C@H](N(OC2(C)C)C)[C@H](C1)C)C |r| rac-4-methyl-3-((3aR,5R,7S,7aR)-1,3,3,5,7-pentamethyloctahydrobenzo[c]isoxazol-5-yl)benzonitrile